methyl 2-(2-bromo-5-fluoro-phenyl)-2,2-dideuterio-acetate BrC1=C(C=C(C=C1)F)C(C(=O)OC)([2H])[2H]